1-(5-tert-butylisoxazol-3-yl)-3-(4-(1-(3-methyl-4-(2-morpholinoethoxy)-phenyl)-1H-1,2,3-triazol-4-yl)phenyl)-urea C(C)(C)(C)C1=CC(=NO1)NC(=O)NC1=CC=C(C=C1)C=1N=NN(C1)C1=CC(=C(C=C1)OCCN1CCOCC1)C